tri-lithium methanetrisulfonate C(S(=O)(=O)[O-])(S(=O)(=O)[O-])S(=O)(=O)[O-].[Li+].[Li+].[Li+]